pentadecylbenzenesulfonic acid sodium pentadecyl-benzenesulfonate C(CCCCCCCCCCCCCC)OS(=O)(=O)C1=CC=CC=C1.[Na].C(CCCCCCCCCCCCCC)C1=C(C=CC=C1)S(=O)(=O)O